(1rs,4rs,5rs)-5-((5-cyclopropyl-3-(2,6-dichlorophenyl)isoxazol-4-yl)methoxy)-2-azabicyclo[2.2.1]heptane-2-carboxylic acid tert-butyl ester C(C)(C)(C)OC(=O)N1[C@H]2C[C@H]([C@@H](C1)C2)OCC=2C(=NOC2C2CC2)C2=C(C=CC=C2Cl)Cl |r|